6-(tetrahydro-2H-pyran-2-yl)quinoline-4-carboxylate O1C(CCCC1)C=1C=C2C(=CC=NC2=CC1)C(=O)[O-]